9-[(6-chloro-3-pyridyl)methyl]-2-dimethylphosphoryl-purin-6-amine ClC1=CC=C(C=N1)CN1C2=NC(=NC(=C2N=C1)N)P(=O)(C)C